BrC1=CC(=CC=C1)OC1=CC=C(C=C1)OC(F)(F)F 1-bromo-3-(4-(trifluoromethoxy)phenoxy)benzene